ClC=1C=C(C=NC1C=1COCC1)N 5-chloro-6-(2,5-dihydrofuran-3-yl)pyridin-3-amine